sodium 4-vinyl-benzene styrenesulfonate C(=CC1=CC=CC=C1)S(=O)(=O)[O-].C(=C)C1=CC=CC=C1.[Na+]